NC1=C(C=CC(=N1)NC(CNC(OCCCC)=O)=O)\N=N\C1=C(C=CC=C1)O butyl (E)-(2-((6-amino-5-((2-hydroxyphenyl)diazenyl) pyridin-2-yl) amino)-2-oxoethyl)carbamate